[N+](=O)([O-])C1=CC=C(C=C1)S(=O)(=O)OC1=CC=C(C=C1)C1=CN=C(S1)C=1C=NC=CC1 4-(2-(pyridin-3-yl)thiazol-5-yl)phenyl 4-nitrobenzenesulfonate